spiro[4.4]-1-nonanone C1(CCCC12CCCC2)=O